5,9-di(thiophene-2-yl)-7-hexyl-7H-dibenzo[c,g]carbazole S1C(=CC=C1)C1=CC=2N(C=3C=C(C4=C(C3C2C2=C1C=CC=C2)C=CC=C4)C=4SC=CC4)CCCCCC